trifluoromethanesulfonic acid [3-[tert-butyl (diphenyl) silyl]Oxy-2-fluoro-2-methyl-propyl]Ester [Si](C1=CC=CC=C1)(C1=CC=CC=C1)(C(C)(C)C)OCC(COS(=O)(=O)C(F)(F)F)(C)F